(-)-N-{3-[(1H-1,3-benzodiazol-2-yl)amino]-3-[3-(trifluoromethyl)phenyl]-propyl}acetamide N1C(=NC2=C1C=CC=C2)NC(CCNC(C)=O)C2=CC(=CC=C2)C(F)(F)F